3-(5-mercapto-4-(pyridin-3-yl)-4H-1,2,4-triazol-3-yl)propan-1-ol SC=1N(C(=NN1)CCCO)C=1C=NC=CC1